C(C)(=O)OCC[C@@H]1[C@@H]([C@H](CC1)O[Si](C)(C)C(C)(C)C)/C=C/C(CCC(=O)OC)=O (E)-methyl 6-((1R,2R,5S)-2-(2-acetoxyethyl)-5-((tert-butyldimethylsilyl)oxy)cyclopentyl)-4-oxohex-5-enoate